C(C)(C)(C)OC(=O)N1C(CC(C(C1)CO)C1=CC=C(C=C1)OC)C trans-5-(hydroxymethyl)-4-(4-methoxyphenyl)-2-methylpiperidine-1-carboxylic acid 1-tert-butyl ester